O1CCN(CC1)S(F)(F)F morpholinosulphur trifluoride